[N+](=O)([O-])C1=CC(=C(C=C1)N1CCC(CC1)C1CCN(CC1)C(=O)OC(C)(C)C)C(F)(F)F tert-butyl 4-[1-[4-nitro-2-(trifluoromethyl) phenyl]-4-piperidyl]piperidine-1-carboxylate